di(4-tertiary butyl cyclohexyl) peroxydicarbonate C(=O)(OC1CCC(CC1)C(C)(C)C)OOC(=O)OC1CCC(CC1)C(C)(C)C